CC(C[C@H]1[C@@H](C[C@H]2N(CCC3=CC(=C(C=C23)OC)OCCOC(C#N)C)C1)O)(C)C 2-(2-{[(2r,3r,11br)-3-(2,2-dimethylpropyl)-2-hydroxy-10-methoxy-1h,2h,3h,4h,6h,7h,11bh-pyrido[2,1-a]isoquinolin-9-yl]oxy}ethoxy)propionitrile